C(C)(C)(C)ON=NOC(C)(C)C 1,2-di-t-butoxydiazene